C1(=CC=CC=C1)C=1C(=C(N(C1)C)C)C(=O)N(CC1=C(C(=CC=C1)OC)C)C1=CC=C(C=C1)Cl phenyl-N-(4-chlorophenyl)-N-(3-methoxy-2-methylbenzyl)-1,2-dimethyl-1H-pyrrole-3-carboxamide